N1N=CC(=C1)C1=CC=C(CN2C3=NC(=NC=C3NC2=O)Cl)C=C1 (4-(1H-pyrazol-4-yl)benzyl)-2-chloro-7,9-dihydro-8H-purin-8-one